C1(=CC=CC=C1)C#CS(=O)(=O)C1=CC=C(C=C1)OC(F)(F)F 1-((PHENYLETHYNYL)sulfonyl)-4-(trifluoromethoxy)benzene